5-(3,3-difluoro-4-hydroxypiperidin-1-yl)-N-methyl-7-(trifluoromethyl)thieno[3,2-b]pyridine-3-carboxamide FC1(CN(CCC1O)C1=CC(=C2C(=N1)C(=CS2)C(=O)NC)C(F)(F)F)F